(3aS,7aR)-5-cyclopropyl-3-(7,8-dihydrofuro[3,2-e][1,3]benzothiazol-2-yl)octahydro-2H-imidazo[4,5-c]pyridin-2-one C1(CC1)N1C[C@H]2[C@@H](CC1)NC(N2C=2SC1=C(N2)C2=C(C=C1)OCC2)=O